triethylene glycol di-octanate C(CCCCCCC)(=O)OCCOCCOCCOC(CCCCCCC)=O